4-(4-(trifluoromethoxy)phenyl)pyrrolo[1,2-a]quinoxaline-7-carboxylic acid FC(OC1=CC=C(C=C1)C=1C=2N(C3=CC=C(C=C3N1)C(=O)O)C=CC2)(F)F